C1(=CC=CC2=CC=CC=C12)NC(CCC(=O)NCCC(=O)O)=O 4-(1-naphthylamino)-4-oxobutanoyl-β-alanine